ON=C(N)C1=CC=2CN(CCC2S1)C(=O)OC(C)(C)C tert-butyl 2-(N'-hydroxycarbamimidoyl)-6,7-dihydrothieno[3,2-c]pyridine-5(4H)-carboxylate